6-((5-(fluoromethyl)-3-(6-methyl-3-pyridyl)isoxazol-4-yl)methoxy)pyridazine-3-carboxylate FCC1=C(C(=NO1)C=1C=NC(=CC1)C)COC1=CC=C(N=N1)C(=O)[O-]